pyridoxine 3,4-dipalmitate CCCCCCCCCCCCCCCC(=O)OCC1=C(C(=NC=C1CO)C)OC(=O)CCCCCCCCCCCCCCC